1-((1R,5S,6s)-6-((4-amino-5-(4-chloro-3-methoxyphenyl)-7-methyl-7H-pyrrolo[2,3-d]pyrimidin-6-yl)ethynyl)-3-azabicyclo[3.1.0]hexan-3-yl)prop-2-en-1-one NC=1C2=C(N=CN1)N(C(=C2C2=CC(=C(C=C2)Cl)OC)C#CC2[C@@H]1CN(C[C@H]21)C(C=C)=O)C